Methyl 4-(4-(4-((tert-butoxycarbonyl)amino)-1-methyl-1H-pyrrole-2-carboxamido)phenyl)-1-methyl-1H-pyrrole-2-carboxylate C(C)(C)(C)OC(=O)NC=1C=C(N(C1)C)C(=O)NC1=CC=C(C=C1)C=1C=C(N(C1)C)C(=O)OC